FC=1C=C(C=CC1F)C1=NC2=CC=C(C=C2C(C1)=O)F 2-(3,4-difluorophenyl)-6-fluoro-quinolin-4-one